N-(3-methylsulfonyl-phenyl)-5-(trifluoromethyl)-2-(3,4,5-trifluorophenoxy)pyridine-3-carboxamide CS(=O)(=O)C=1C=C(C=CC1)NC(=O)C=1C(=NC=C(C1)C(F)(F)F)OC1=CC(=C(C(=C1)F)F)F